1-benzyl 4-methyl 4-{[(tert-butoxy)carbonyl]({[(tert-butoxy)carbonyl]-amino})amino}piperidine-1,4-dicarboxylate C(C)(C)(C)OC(=O)N(C1(CCN(CC1)C(=O)OCC1=CC=CC=C1)C(=O)OC)NC(=O)OC(C)(C)C